N-{[5-chloro-6-(1,4-diazabicyclo[3.3.0]octa-2,4-dien-3-yl)-2-indolyl]methyl}acetamide ClC=1C=C2C=C(NC2=CC1C1=CN2CCCC2=N1)CNC(C)=O